4-bromo-7-(4-isopropylphenyl)-2,3-dihydrofuro[2,3-c]pyridin-5-amine BrC1=C2C(=C(N=C1N)C1=CC=C(C=C1)C(C)C)OCC2